1-(but-2-ynyl)-3'-[(3-chloro-2-methoxyphenyl)amino]-2'-(3-fluoropyridin-4-yl)-5',6'-dihydro-1'H-spiro[piperidine-4,7'-pyrrolo[3,2-c]pyridin]-4'-one C(C#CC)N1CCC2(C3=C(C(NC2)=O)C(=C(N3)C3=C(C=NC=C3)F)NC3=C(C(=CC=C3)Cl)OC)CC1